FC1(CCC(CC1)N1C[C@@H](CC1)N(C(=O)C=1N=C(SC1)C#C)C1=CC(=CC(=C1)OC)OC)F (R)-N-(1-(4,4-Difluorocyclohexyl)pyrrolidin-3-yl)-N-(3,5-dimethoxyphenyl)-2-ethynylthiazole-4-carboxamide